1-((7-(1-(1-acetylazetidin-3-yl)-6-chloro-1,2,3,4-tetrahydroquinolin-8-yl)thieno[3,2-b]pyridin-2-yl)methyl)pyrrolidine-2,5-dione C(C)(=O)N1CC(C1)N1CCCC2=CC(=CC(=C12)C1=C2C(=NC=C1)C=C(S2)CN2C(CCC2=O)=O)Cl